OC1=C(C(=O)C2=CC=C(C=C2)OCCCC)C=CC(=C1)OC(C)(C)C 2-hydroxy-4-tert-butoxy-4'-n-butoxybenzophenone